CNCC1=CC=C(C=C1)C(F)(F)F N-methyl-4-trifluoromethyl-benzylamine